4-(4-methanesulfonyl-phenyl)-butan-2-one CS(=O)(=O)C1=CC=C(C=C1)CCC(C)=O